FC1=CC=C(CN2C=3N(C4=C(C2=O)CN(CC4)CC4=CC(=CC=C4)F)CCCN3)C=C1 6-(4-Fluorobenzyl)-3-(3-Fluorobenzyl)-1,2,3,4,6,8,9,10-octahydro-5H-pyrido[3,4-e]pyrimido[1,2-a]pyrimidin-5-one